FC1=CC=C(C=C1)NC1=NC=C(C(=N1)N1C=NC(=C1)C(=O)NC(CO)C1=CC=CC=C1)C 1-(2-((4-fluoro-phenyl)amino)-5-methyl-pyrimidin-4-yl)-N-(2-hydroxy-1-phenylethyl)-1H-imidazole-4-carboxamide